NC([C@@H](C1=CC(=CC(=C1)C1=NC=CC=N1)Cl)N(C(\C=C/Cl)=O)C1CC1)=O (R,Z)-N-(2-amino-1-(3-chloro-5-(pyrimidin-2-yl)phenyl)-2-oxoethyl)-3-chloro-N-cyclopropylacrylamide